FC(C(=O)O)(F)F.ClC1=C(N(C=N1)CC)CSC1=NC=2CCC2C(N1)=O 3-{[(5-chloro-3-ethylimidazol-4-yl)methyl]sulfanyl}-2,4-diazabicyclo[4.2.0]octa-1(6),2-dien-5-one trifluoroacetate salt